C(CC)C1=C(C(=O)O)C=CC(=C1)O.C(CC)OC(=O)C1=CC=C(O)C=C1 propyl-paraben (propyl p-hydroxybenzoate)